N1N=CC(=C1)C(=O)N1CC(CCC1)C=1N(C(C(=C(N1)C(=O)NC=1C=NOC1)O)=O)C 2-(1-(1H-pyrazole-4-carbonyl)piperidin-3-yl)-5-hydroxy-N-(isoxazol-4-yl)-1-methyl-6-oxo-1,6-dihydropyrimidine-4-carboxamide